ONC(C1=CC(=CC=C1)NC=1NC=2C(=CC3=C(OCC(N3)=O)C2)N1)=O N-hydroxy-3-((7-oxo-3,6,7,8-tetrahydroimidazo[4',5':4,5]benzo[1,2-b][1,4]oxazin-2-yl)amino)benzamide